FC=1C(=CC=2C3=C(N(C(C2C1)=O)C)COC[C@@H]3N(C(=O)C=3NC1=CC(=C(C=C1C3)F)F)C)F (R)-N-(8,9-difluoro-5-methyl-6-oxo-1,4,5,6-tetrahydro-2H-pyrano[3,4-c]isoquinolin-1-yl)-5,6-difluoro-N-methyl-1H-indole-2-carboxamide